C(C1=CC=CC=C1)N1CCC(CC1)N(C(CCC)=O)C1=CC=C(C=C1)OC N-(1-benzylpiperidin-4-yl)-N-(4-methoxyphenyl)butanamide